NC1=C(C=2C(=NC=C(C2S1)F)C=1C2=C(C=3C=NC(=NC3C1F)N1CC(C(C1)OC)N1C[C@@H](N(CC1)C)C)COC2)C#N 2-Amino-4-(3-(3-((S)-3,4-dimethylpiperazin-1-yl)-4-methoxypyrrolidin-1-yl)-5-fluoro-7,9-dihydrofuro[3,4-f]quinazolin-6-yl)-7-fluorothieno[3,2-c]pyridine-3-carbonitrile